ClC=1C=NNC1C=O 4-CHLORO-1H-PYRAZOLE-5-CARBALDEHYDE